(S)-9-(4-Fluoro-2-methylphenyl)-4-(1-(4-methoxypyridin-2-yl)ethyl)-7-((2-methyl-1H-imidazol-1-yl)methyl)-3,4-dihydrobenzo[f][1,4]oxazepin-5(2H)-one FC1=CC(=C(C=C1)C1=CC(=CC=2C(N(CCOC21)[C@@H](C)C2=NC=CC(=C2)OC)=O)CN2C(=NC=C2)C)C